O[C@@H]1[C@H](CCCC1)NC(=O)C=1C=NC(=CC1)C N-[(1S,2S)-2-hydroxycyclohexyl]-6-methylpyridine-3-carboxamide